N-((S*)-1-(2-((S)-Amino(4,4-difluorocyclohexyl)methyl)imidazo[1,2-b]pyridazin-7-yl)-2-ethoxyethyl)-2-(3,3-difluorocyclobutyl)acetamide N[C@H](C=1N=C2N(N=CC(=C2)[C@@H](COCC)NC(CC2CC(C2)(F)F)=O)C1)C1CCC(CC1)(F)F |o1:10|